Di-tert-butyl (((S)-1-(tert-butoxy)-1,5-dioxo-5-(piperazin-1-yl)pentan-2-yl)carbamoyl)-L-glutamate C(C)(C)(C)OC([C@H](CCC(N1CCNCC1)=O)NC(=O)N[C@@H](CCC(=O)OC(C)(C)C)C(=O)OC(C)(C)C)=O